N1(C=NC=C1)C(C(=O)O)=O 1H-IMIDAZOL-1-YL(OXO)ACETIC ACID